BrC=1C=NC=2C(CCCC2C1)=O 3-bromo-6,7-dihydroquinolin-8(5H)-one